5-ethyl-1-phenyl-pyrazole C(C)C1=CC=NN1C1=CC=CC=C1